CC(C(=O)OCC(COC(C(=C)C)=O)(COC(NC1=CC(=CC=C1)SC)=O)C)=C 2-methyl-2-((((3-(methylthio)phenyl)carbamoyl)oxy)methyl)propane-1,3-diyl bis(2-methylacrylate)